CC1=CC=2N(N=C1N1CC=3C=C(C=NC3CC1)C)C=C(N2)C(=O)N2CCCCC2 (7-methyl-6-(3-methyl-7,8-dihydro-1,6-naphthyridin-6(5H)-yl)imidazo[1,2-b]pyridazin-2-yl)(piperidin-1-yl)methanone